1-(3-cyano-1-methyl-2-oxo-1,2-dihydroquinolin-4-yl)piperidine-4-carboxylic acid C(#N)C=1C(N(C2=CC=CC=C2C1N1CCC(CC1)C(=O)O)C)=O